N-((5-(5-(difluoromethyl)-1,3,4-oxadiazol-2-yl)pyridin-2-yl)methyl)-N-phenylmethanesulfonamide hydrochloride Cl.FC(C1=NN=C(O1)C=1C=CC(=NC1)CN(S(=O)(=O)C)C1=CC=CC=C1)F